(S)-quinuclidin-3-yl (3,3-dimethyl-7-((E)-4-(trifluoromethyl)styryl)chroman-4-yl)carbamate CC1(COC2=CC(=CC=C2C1NC(O[C@@H]1CN2CCC1CC2)=O)\C=C\C2=CC=C(C=C2)C(F)(F)F)C